N4,N4-dimethyl-N1-[6-phenyl-2-(1,2,3,6-tetrahydropyridin-4-yl)pyrimidin-4-yl]benzene-1,4-diamine CN(C1=CC=C(C=C1)NC1=NC(=NC(=C1)C1=CC=CC=C1)C=1CCNCC1)C